N1C(=NC=C1)C=1N=NC(=CC1)C=1NC=CN1 3,6-bisimidazolylpyridazine